(2,4,6-trimethyl-3-(pyridine-3-yl)phenyl)Benzene CC1=C(C(=CC(=C1C=1C=NC=CC1)C)C)C1=CC=CC=C1